FC1(C=2N(CCC1)N=C(C2)NC=2N(C=1C(=NC=C(C1C#N)OC=1C=NN3C1C=NC=C3)N2)C)F 2-((4,4-difluoro-4,5,6,7-tetrahydropyrazolo[1,5-a]pyridin-2-yl)amino)-1-methyl-6-(pyrazolo[1,5-a]pyrazin-3-yloxy)-1H-imidazo[4,5-b]pyridine-7-carbonitrile